tri(2-fluorophenyl)phosphine FC1=C(C=CC=C1)P(C1=C(C=CC=C1)F)C1=C(C=CC=C1)F